FC(C(/C=C/[C@H]1[C@@H](C[C@H]2[C@@H]1CCC1=C(O2)C(=C(C=C1)C(=O)O)C)O)O)(CCCC)F (1R,2R,3aS,10aR)-1-[(1E,3ξ)-4,4-difluoro-3-hydroxy-1-octen-1-yl]-2-hydroxy-5-methyl-2,3,3a,9,10,10a-hexahydro-1H-benzo[b]cyclopenta[f]oxepin-6-carboxylic acid